OC1=C(C(OC2=CC=CC=C12)=O)C1CCCC2=CC=CC=C12 1-(4-hydroxycoumarin-3-yl)-1,2,3,4-tetrahydronaphthalene